N-(4-((6-cyclopropoxy-2-(1,1-difluoroethyl)pyrimidin-4-yl)amino)-5-(ethoxy-d5)pyridin-2-yl)acetamide C1(CC1)OC1=CC(=NC(=N1)C(C)(F)F)NC1=CC(=NC=C1OC(C([2H])([2H])[2H])([2H])[2H])NC(C)=O